1-aminopentane-1,2,3,4,5-pentaol NC(C(C(C(CO)O)O)O)O